Phosphate-Adenin N1=CN=C2N=CNC2=C1N.P(=O)(O)(O)O